FC(C(=O)O)(F)F.FC1=C(C=CC=C1)C1=NN(C=C1C1=NC=NC2=CC(=C(C=C12)NC(=O)C12CNCC2C1)OC)C N-(4-(3-(2-fluorophenyl)-1-methyl-1H-pyrazol-4-yl)-7-methoxyquinazolin-6-yl)-3-azabicyclo[3.1.0]hexane-1-carboxamide trifluoroacetate